C1(=CC=CC=C1)C=1NC(C2=C(NC(C21)=O)C2=CC=CC=C2)=O 2,5-dihydro-3,6-diphenylpyrrolo[3,4-C]pyrrole-1,4-dione